N-(tert-butyl)-4-chloro-6-(4-fluorophenyl)-5-(2,6-dimethylpyridin-4-yl)pyrimidin-2-amine C(C)(C)(C)NC1=NC(=C(C(=N1)Cl)C1=CC(=NC(=C1)C)C)C1=CC=C(C=C1)F